Pyrrolo[3,2-c]Pyridine-6-carboxamide N=1C=CC2=CN=C(CC21)C(=O)N